C1N(CC12OCCC2)C[C@H]2CC(N(CC2)C2=NN(C(=C2)C)C2CC1(CN(C1)C(=O)OC(C)(C)C)C2)(C)C tert-butyl (R)-6-(3-(4-((5-oxa-2-azaspiro[3.4]octan-2-yl)methyl)-2,2-dimethylpiperidin-1-yl)-5-methyl-1H-pyrazol-1-yl)-2-azaspiro[3.3]heptane-2-carboxylate